COC1=C(C=CC(=C1)C)C=1N=NC(=C2C1N=CC=C2)N[C@H]2CN(CCC2)C(=O)OC(C)(C)C Tert-butyl (R)-3-((8-(2-methoxy-4-methylphenyl)pyrido[2,3-d]pyridazin-5-yl)amino)piperidine-1-carboxylate